(R)-4-amino-2-(4-fluorobenzyl)isoxazolidin-3-one N[C@H]1C(N(OC1)CC1=CC=C(C=C1)F)=O